C(C#C)N(C(O)=O)C1=C2C(N(C(C2=CC=C1)=O)C1C(NC(CC1)=O)=O)=O.[C@@H]12CSCC(CC1)N2C2=C(C=C(C=C2)N2C(OC(=C2)CNC(CCC)=O)=O)F N-(((S)-3-(4-(3-thia-8-aza-bicyclo[3.2.1]oct-8-yl)-3-fluorophenyl)-2-oxooxazoliN-5-yl)methyl)butanamide prop-2-yn-1-yl-(2-(2,6-dioxopiperidin-3-yl)-1,3-dioxoisoindolin-4-yl)carbamate